Pyrazolo[1,5-a]pyrimidine-3-carboxylic acid [1-[1-(3-acetylaminopropyl)piperidin-4-yl]-3-(5-chloro-2-difluoromethoxyphenyl)-1H-pyrazol-4-yl] amide hydrochloride Cl.C(C)(=O)NCCCN1CCC(CC1)N1N=C(C(=C1)NC(=O)C=1C=NN2C1N=CC=C2)C2=C(C=CC(=C2)Cl)OC(F)F